CN(CCCOC1=CC=C(C(=N1)F)C1=CC=2C3=C(C=NC2C=C1)N(C(N3C(C)C)=O)C)C 8-[6-[3-(dimethylamino)propoxy]-2-fluoro-3-pyridyl]-1-isopropyl-3-methyl-imidazo[4,5-c]quinolin-2-one